C1(CCCC1)C(CC)N1N=CC(=C1)C1=C2C(=NC=C1)NC=C2 4-[1-(1-cyclopentylpropyl)-1H-pyrazol-4-yl]-1H-pyrrolo[2,3-b]pyridine